OC[C@H](C1=CC=CC=C1)NC1=NC(=NC=C1C=1OC(=NN1)C(C)C)NC1=CC(=C(C(=O)NC)C=C1)C 4-[[4-[[(1S)-2-hydroxy-1-phenyl-ethyl]amino]-5-(5-isopropyl-1,3,4-oxadiazol-2-yl)pyrimidin-2-yl]amino]-N,2-dimethyl-benzamide